3-(2-(2-(4,4-dimethylcyclohex-1-en-1-yl)ethyl)-1,3-dioxolan-4-yl)-1-phenylpropan-1-one CC1(CC=C(CC1)CCC1OCC(O1)CCC(=O)C1=CC=CC=C1)C